silicon dicarbonate C(=O)([O-])OC(=O)[O-].[Si+4].C(=O)([O-])OC(=O)[O-]